(2R,5R)-2-(4-fluorophenyl)-4-methoxy-5-methyl-piperidine FC1=CC=C(C=C1)[C@@H]1NC[C@H](C(C1)OC)C